FC1CNCCC1=O 3-fluoro-4-piperidone